(1S,4r)-4-((S)-2-(4-(Difluoromethoxy)benzyl)-6-(methoxycarbonyl)-7-methyl-6,7,8,9-tetrahydro-3H-imidazo[4,5-f]chinolin-3-yl)cyclohexan FC(OC1=CC=C(CC=2N(C=3C(=C4CC[C@@H](N(C4=CC3)C(=O)OC)C)N2)C2CCCCC2)C=C1)F